C(CCC)[Sn](C1=C(C=CC=C1)S(=O)(=O)C1=C(C=CC=C1)S(=O)(=O)F)(CCCC)CCCC 2-(2-Tributylstannylphenyl)-sulfonylbenzenesulfonyl fluoride